(9S,12S,E)-6-(2-(4-(tert-butoxycarbonyl)phenyl)propan-2-yl)-9-(tert-butyl)-12-isopropyl-2,2,5,11,14-pentamethyl-4,7,10-trioxo-3-oxa-5,8,11-triaza-pentadec-13-en-15-oic acid ethyl ester C(C)OC(/C(=C/[C@@H](N(C([C@@H](NC(C(N(C(OC(C)(C)C)=O)C)C(C)(C)C1=CC=C(C=C1)C(=O)OC(C)(C)C)=O)C(C)(C)C)=O)C)C(C)C)/C)=O